ethyl 4-hydroxy-6-nitro-2-oxo-1,2-dihydroquinoline-3-carboxylate OC1=C(C(NC2=CC=C(C=C12)[N+](=O)[O-])=O)C(=O)OCC